Octyl diethylphosphinate C(C)P(OCCCCCCCC)(=O)CC